C(C)(C)(C)N(C(O)=O)[C@@H](C)C1=CC=C(C=C1)Br.CSC(C(=O)N1C(CCCC1)C=1NC(=CN1)C1=CC(=CC=C1)[N+](=O)[O-])C 2-(methylthio)-1-(2-(5-(3-nitrophenyl)-1H-imidazol-2-yl)piperidin-1-yl)propan-1-one (S)-tert-butyl-[1-(4-bromophenyl)ethyl]carbamate